NC1=NC=C(C=N1)C=1N=C(C2=C(N1)C=C(S2)NS(=O)(=O)C=2C=C(C=CC2)/C=C/C(=O)OC)N2CCOCC2 (E)-Methyl 3-(3-(N-(2-(2-aminopyrimidin-5-yl)-4-morpholinothieno[3,2-d]pyrimidin-6-yl)sulfamoyl)phenyl)acrylate